6-(3,5-dimethoxyphenyl)-7-fluoroquinazolin-2-ol COC=1C=C(C=C(C1)OC)C=1C=C2C=NC(=NC2=CC1F)O